C(#N)C(C)(C)N1N=CC(=C1)N1N=CC2=CC=C(C=C12)C=1C(=C(C(=O)N)C=CC1)C(C)C (1-(1-(2-cyanopropan-2-yl)-1H-pyrazol-4-yl)-1H-indazol-6-yl)-2-isopropylbenzamide